C(C)(=O)OC1O[C@@H]([C@@H]([C@@H]([C@H]1OCC1=CC=CC=C1)OCC1=CC=CC=C1)OCC1=CC=CC=C1)COCC1=CC=CC=C1 (3R,4S,5S,6R)-3,4,5-tris(benzyloxy)-6-(benzyloxymethyl)-tetrahydro-2H-pyran-2-yl acetate